ethyl 1-(6-(2-fluoroethoxy) pyridin-3-yl)-4-(((4-methoxybenzyl)amino) methyl)-1H-pyrazole-3-carboxylate FCCOC1=CC=C(C=N1)N1N=C(C(=C1)CNCC1=CC=C(C=C1)OC)C(=O)OCC